8-((4-benzylpiperidin-1-yl)methyl)-3,9-dihydroxybenzo[5,6]oxazepin C(C1=CC=CC=C1)C1CCN(CC1)CC1=C(C2=C(C=CC(=NO2)O)C=C1)O